Cl.C1OCC12CCNCC2 2-oxa-7-azaspiro[3.5]nonane hydrochloride